tert-Butyl (2R,4R)-2-({[tert-butyl(dimethyl)silyl]oxy}methyl)-4-{(cyclopropanesulfonyl) [(4-methoxyphenyl)methyl]amino}-3,3-difluoropyrrolidine-1-carboxylate [Si](C)(C)(C(C)(C)C)OC[C@H]1N(C[C@H](C1(F)F)N(CC1=CC=C(C=C1)OC)S(=O)(=O)C1CC1)C(=O)OC(C)(C)C